2-(5-{[(2R,3S)-2-fluoro-9-azabicyclo[3.3.1]nonan-3-yl](methyl)amino}pyrazin-2-yl)-5-(6-methoxypyridazin-4-yl)phenol F[C@@H]1C2CCCC(C[C@@H]1N(C=1N=CC(=NC1)C1=C(C=C(C=C1)C1=CN=NC(=C1)OC)O)C)N2